(7-isopropyl-1,3-dimethyl-2-oxo-2,3-dihydro-1H-benzo[d]imidazol-5-yl)boronic acid C(C)(C)C1=CC(=CC2=C1N(C(N2C)=O)C)B(O)O